3-methyl-cresolmyristic acid-azide CC1(C(C(=CC=C1)O)C)CCCCCCCCCCCCCC(=O)N=[N+]=[N-]